(2R,3R,11bR)-9-(bicyclo[2.1.1]hex-1-ylmethoxy)-3-(tert-butoxy)-10-methoxy-1,3,4,6,7,11b-hexahydro-2H-pyrido[2,1-a]isoquinolin-2-ol C12(CCC(C1)C2)COC=2C=C1CCN3[C@@H](C1=CC2OC)C[C@H]([C@@H](C3)OC(C)(C)C)O